dimethyl-4-[2-methyl-8-[2-(3-pyridyl)ethynyl]-1H-imidazo[4,5-c]quinolin-1-yl]-phenylacetonitrile CC(C#N)(C1=CC=C(C=C1)N1C(=NC=2C=NC=3C=CC(=CC3C21)C#CC=2C=NC=CC2)C)C